Cl.Cl.C[C@@H]1CN(C[C@@H](N1)C)C1=CC=C(N=N1)C1=NC=C(C=C1O)\C=C\C=1C=NN(C1)C 2-{6-[(3R,5S)-3,5-dimethylpiperazin-1-yl]pyridazin-3-yl}-5-[(E)-2-(1-methyl-1H-pyrazol-4-yl)ethenyl]pyridin-3-ol dihydrochloride